C1(CC1)CN1C(=CC2=CC(=CC=C12)F)CN1C(C(=NC=C1)NC([C@@H](CC\C=C\C(=O)N(C)C)CN(C([O-])=O)C)=O)=O (S,E)-1-((4-((1-(Cyclopropylmethyl)-5-fluoro-1H-indol-2-yl)methyl)-3-oxo-3,4-dihydropyrazin-2-yl)amino)-7-(dimethylamino)-1,7-dioxohept-5-en-2-yl-dimethylcarbamat